(S)-N-((9-amino-4-ethyl-8-fluoro-4-hydroxy-3,14-dioxo-3,4,12,14-tetrahydro-1H-pyrano[3',4':6,7]indolizino[1,2-b]quinolin-11-yl)methyl)-2-hydroxy-N-methylacetamide NC1=CC=2C(=C3C(=NC2C=C1F)C1=CC2=C(C(N1C3)=O)COC([C@]2(O)CC)=O)CN(C(CO)=O)C